CNC(C1=CC=C(C=C1)C1=NOC(=N1)C(F)(F)F)=S n-methyl-4-[5-(trifluoromethyl)-1,2,4-oxadiazol-3-yl]thiobenzamide